O1C=C(C=C1)C=1C=CC(=C(C1)NC1=NC=NC2=CC(=C(C=C12)OC1CN(CC1)C(C=C)=O)OC)OC 1-(3-((4-((5-(furan-3-yl)-2-methoxyphenyl)amino)-7-methoxy-quinazolin-6-yl)oxy)pyrrolidin-1-yl)prop-2-en-1-one